1,3-bis[bis(2-methoxyphenyl)phosphono]propane COC1=C(C=CC=C1)OP(=O)(OC1=C(C=CC=C1)OC)CCCP(=O)(OC1=C(C=CC=C1)OC)OC1=C(C=CC=C1)OC